1,1'-(butane-1,4-diyl)bis(5-(2-ethylhexyl)biguanide) C(CCCNC(=N)NC(=N)NCC(CCCC)CC)NC(=N)NC(=N)NCC(CCCC)CC